(2S,5R)-2-((1H-1,2,3-triazol-1-yl)methyl)-6-(benzyloxy)-3-methyl-1,6-diazabicyclo[3.2.1]Oct-3-en-7-one N1(N=NC=C1)C[C@H]1N2C(N([C@H](C=C1C)C2)OCC2=CC=CC=C2)=O